methyl (R)-2-(2-(2-chloro-5-(2-hydroxy-3-(methylamino)propoxy)phenyl)-6-(3,5-dimethylisoxazol-4-yl)-5-methylpyrimidin-4-yl)-2,7-diazaspiro[3.5]nonane-7-carboxylate ClC1=C(C=C(C=C1)OC[C@@H](CNC)O)C1=NC(=C(C(=N1)N1CC2(C1)CCN(CC2)C(=O)OC)C)C=2C(=NOC2C)C